C(CC)C1CCC(CC1)NC(=O)CC(C(CC(=O)NC1CCC(CC1)CCC)C(=O)NC1CCC(CC1)CCC)C(=O)NC1CCC(CC1)CCC 1,2,3,4-butanetetracarboxylic acid tetrakis(4-n-propylcyclohexylamide)